(2-(4'-Fluoro-2'-(4-methyl-4H-1,2,4-triazol-3-yl)-[1,1'-biphenyl]-3-yl)-7-methylbenzo[d]oxazol-5-yl)methanol FC1=CC(=C(C=C1)C1=CC(=CC=C1)C=1OC2=C(N1)C=C(C=C2C)CO)C2=NN=CN2C